1-(5-(1-(4-ethylphenyl)-1H-pyrazol-4-yl)-1H-indol-3-yl)-3-(2-methoxyethyl)urea C(C)C1=CC=C(C=C1)N1N=CC(=C1)C=1C=C2C(=CNC2=CC1)NC(=O)NCCOC